BrC=1C=C2C3(CN(C2=CC1)C(=O)C=1C=C(SC1)S(=O)(=O)NC(C)(C)C)CCC1(CC3)CC1 4-(5''-bromodispiro[cyclopropane-1,1'-cyclohexane-4',3''-indoline]-1''-carbonyl)-N-(tert-butyl)thiophene-2-sulfonamide